P(=O)(O)(O)O.C(C(=O)O)(=O)O.C(C(=O)O)(=O)O.C(C(=O)O)(=O)O trioxalic acid phosphate